C(C)(=O)N[C@@](C(=O)OC(C)=O)(O)[C@@](O)([C@](O)([C@H](O)C(O)I)OC(C)=O)OC(C)=O acetamido-1,3,4-triacetoxy-6-iodoglucose